C[NH+]1CCNCC1 1-methylpiperazin-1-ium